CN1C(CCC1)C(=O)NCC1=CC(=NC=C1)NC=1SC2=C(N1)C=CC(=C2)C2=CC=NC=C2 1-methyl-N-((2-((6-(pyridin-4-yl)benzo[d]thiazol-2-yl)amino)pyridin-4-yl)methyl)pyrrolidine-2-carboxamide